Tert-butyl carbamate hydrochloride Cl.C(N)(OC(C)(C)C)=O